2-[2-[(2-aminoethyl)-sulfanyl]-1-methyl-guanidino]acetic acid NCCSN=C(N(C)CC(=O)O)N